5-isopropyl-3,8-dimethylazulen-1-yl-(phenyl)sulfane C(C)(C)C1=CC2=C(C=C(C2=C(C=C1)C)SC1=CC=CC=C1)C